C1(=CC=CC=C1)C1OC2=CC=CC=C2C=C1 phenyl-chromen